(S)-5-(3-((R)-5-chloro-1-methyl-6-(trifluoromethyl)isoindolin-2-yl-3,3-d2)-3-oxopropyl)-5-cyclopropylimidazole-2,4-dione ClC=1C=C2C(N([C@@H](C2=CC1C(F)(F)F)C)C(CC[C@@]1(C(NC(N1)=O)=O)C1CC1)=O)([2H])[2H]